[SeH-]=[Se].FCCC 3-fluoropropane diselenide